Pyridin-1-ium-1-amine iodide [I-].[N+]1(=CC=CC=C1)N